BrC=1C=C(C=C(C1)Br)CCCN1C(C2=CC=CC=C2C1=O)=O 2-(3-(3,5-dibromophenyl)propyl)isoindoline-1,3-dione